3-amino-propionamide hydrochloride Cl.NCCC(=O)N